tert-butyl 2-[(E)-3-ethoxy-3-oxo-prop-1-enyl]-6-azaspiro[2.5]octane-6-carboxylate C(C)OC(/C=C/C1CC12CCN(CC2)C(=O)OC(C)(C)C)=O